N1CC(C1)C1=NN2C(=NC=CC2=N1)C=1OC(=CC1)C 2-(azetidin-3-yl)-5-(5-methylfuran-2-yl)-[1,2,4]triazolo[1,5-c]pyrimidin